2-(3-methoxy-5-(trifluoromethyl)phenyl)-5-(1-methyl-1H-pyrazol-4-yl)-N4-(1,2,3,4-tetrahydroisoquinolin-7-yl)pyrimidine-2,4-diamine COC=1C=C(C=C(C1)C(F)(F)F)C1(NC=C(C(=N1)NC1=CC=C2CCNCC2=C1)C=1C=NN(C1)C)N